ClC1=CC=C(C=C1)S[C@@H]1[C@@](CN(C1)C(=O)O)(CO)O (3R,4S)-4-((4-chlorophenyl)thio)-3-hydroxy-3-(hydroxymethyl)pyrrolidine-1-carboxylic acid